tert-butyl N-[2-[2-[2-(2-aminoethoxy)ethoxy]ethoxy]ethyl]carbamate NCCOCCOCCOCCNC(OC(C)(C)C)=O